benzobisoxazole carbon [C].O1C=NC2=C1C=CC=C2.O2C=NC1=C2C=CC=C1